2-(4-bromophenyl)-6-(((4-isopropylphenyl)amino)methyl)cyclohexane-1-carboxylate BrC1=CC=C(C=C1)C1C(C(CCC1)CNC1=CC=C(C=C1)C(C)C)C(=O)[O-]